2-Oxo-2-[rac-(2R,5S)-2-(2,3-dihydrobenzofuran-7-yl)-5-methyl-1-piperidyl]acetamide O=C(C(=O)N)N1[C@H](CC[C@@H](C1)C)C1=CC=CC=2CCOC21 |r|